4-Cyclopropyl-N-(2-(2,3-dihydroxypropoxy)pyridin-4-yl)-2-(4-fluoro-2-methylphenoxy)-5-(trifluoroMethyl)benzamide benzyl-4-((2-(tert-butoxy)-2-oxoethoxy)methyl)piperidine-1-carboxylate C(C1=CC=CC=C1)OC(=O)N1CCC(CC1)COCC(=O)OC(C)(C)C.C1(CC1)C1=CC(=C(C(=O)NC2=CC(=NC=C2)OCC(CO)O)C=C1C(F)(F)F)OC1=C(C=C(C=C1)F)C